[Cl-].[Cl-].C[SiH](C)[Zr+2](C1=CCCC1)C1=CCCC1 dimethylsilyl-bis(cyclopentenyl)zirconium dichloride